methyl 3-hydroxy-5-bromo-benzoate OC=1C=C(C(=O)OC)C=C(C1)Br